4-((4-bromo-2-nitrophenyl)amino)-1-methylcyclohexanol BrC1=CC(=C(C=C1)NC1CCC(CC1)(O)C)[N+](=O)[O-]